6-{[1-(2-fluorophenyl)cyclopropyl]amino}-N'-hydroxypyridine-3-carboximidamide FC1=C(C=CC=C1)C1(CC1)NC1=CC=C(C=N1)C(N)=NO